CC(=C=O)C1=CC=CC=C1 alpha-methyl-styreneOne